C(C)(C)(C)OC(=O)N1N=C(C=C1)OCC1C(C1(C)C)(C)C 3-[(2,2,3,3-tetramethylcyclopropyl)methoxy]pyrazole-1-carboxylic acid tert-butyl ester